1-((3,3-Difluoro-1-methylcyclobutyl)methyl)-N-(4-fluoro-3-(methylthio)phenyl)-3-(1-fluorocyclopropyl)-4-(trifluoromethyl)-1H-pyrazole-5-carboxamide FC1(CC(C1)(C)CN1N=C(C(=C1C(=O)NC1=CC(=C(C=C1)F)SC)C(F)(F)F)C1(CC1)F)F